CC1(CN(CCN1)C1=NC=CC(=N1)CNC=1C2=C(N=CN1)NC=C2C2CCOCC2)C N-((2-(3,3-dimethylpiperazin-1-yl)pyrimidin-4-yl)methyl)-5-(tetrahydro-2H-pyran-4-yl)-7H-pyrrolo[2,3-d]pyrimidin-4-amine